C(C)(C)(C)OC(=O)N1C(CCC1)C(O)C1=C(C=CC(=C1)F)CCCO[Si](C)(C)C(C)(C)C 2-((2-(3-(tert-Butyldimethylsilyloxy)propyl)-5-fluorophenyl)(hydroxy)-methyl)pyrrolidine-1-carboxylic acid tert-butyl ester